N-methyl-7-(4,4,5,5-tetramethyl-1,3,2-dioxaborolan-2-yl)quinoxalin-2-amine CNC1=NC2=CC(=CC=C2N=C1)B1OC(C(O1)(C)C)(C)C